4-(2-(3-azaspiro[5.5]undecan-9-yl)ethyl)piperidine-1-carboxylic acid (9H-fluoren-9-yl)methyl ester C1=CC=CC=2C3=CC=CC=C3C(C12)COC(=O)N1CCC(CC1)CCC1CCC2(CCNCC2)CC1